tert-butyl (1-(1-(4-cyanophenyl)-5-(p-tolyl)-1H-pyrazole-3-carbonyl)piperidin-4-yl)carbamate C(#N)C1=CC=C(C=C1)N1N=C(C=C1C1=CC=C(C=C1)C)C(=O)N1CCC(CC1)NC(OC(C)(C)C)=O